(2S,3S,5R)-3-((1H-1,2,3-triazol-1-yl)methyl)-3-methyl-7-oxo-4-thia-1-azabicyclo[3.2.0]heptane-2-carboxylic acid benzhydryl ester C(C1=CC=CC=C1)(C1=CC=CC=C1)OC(=O)[C@@H]1N2C(C[C@H]2S[C@@]1(C)CN1N=NC=C1)=O